Scandium nitrit N(=O)[O-].[Sc+3].N(=O)[O-].N(=O)[O-]